C[C@@H]1CCCCCCCCCCC\C=C/C1 |r| (+-)-(5Z)-3-METHYL-5-CYCLOPENTADECEN